COC(=O)C12CC(C1)C2 bicyclo[1.1.1]pentane-1-carboxylic acid methyl ester